(S)-quinuclidin-3-yl (6-(2,5-dichlorophenyl)-2,3-dihydro-1H-inden-1-yl)carbamat ClC1=C(C=C(C=C1)Cl)C1=CC=C2CCC(C2=C1)NC(O[C@@H]1CN2CCC1CC2)=O